NC=1C=CC(=NC1)C(C(C)(C=1C=NN(C1)C([2H])([2H])[2H])C)=O 1-(5-Aminopyridin-2-yl)-2-methyl-2-(1-(methyl-d3)-1H-pyrazol-4-yl)propan-1-one